FC1(CCC(CC1)C1=C(C=C2C(NC(NC2=C1I)=O)=O)C(F)(F)F)F 7-(4,4-Difluorocyclohexyl)-8-iodo-6-(trifluoromethyl)quinazoline-2,4(1H,3H)-dione